N1(N=CN=C1)CC1(COC1)CNC1=CC=C(C=C1)NC1CCC(CC1)(F)F N1-((3-((1H-1,2,4-triazol-1-yl)methyl)oxetan-3-yl)methyl)-N4-(4,4-difluorocyclohexyl)benzene-1,4-diamine